2,4-dimethylbenzenesulfonylchloride CC1=C(C=CC(=C1)C)S(=O)(=O)Cl